ClC=1N=C(C2=C(N1)C(=C(N=C2)Cl)C)N2[C@@H]1[C@H]([C@@H]1CCCC2)Cl 2,7-Dichloro-4-((1S,7R,8S)-8-chloro-2-azabicyclo[5.1.0]octan-2-yl)-8-methylpyrido[4,3-d]pyrimidine